Ethyl (4-bromo-3-chloro-2-nitrophenyl)glycinate BrC1=C(C(=C(C=C1)NCC(=O)OCC)[N+](=O)[O-])Cl